rac-N-(5-Chlorothiazol-2-yl)-2-(3,3-difluorocyclopentyl)-2-(4-(1-((tetrahydro-2H-pyran-4-yl)methyl)-1H-pyrazol-4-yl)phenyl)acetamide ClC1=CN=C(S1)NC(C(C1=CC=C(C=C1)C=1C=NN(C1)CC1CCOCC1)C1CC(CC1)(F)F)=O